3-bromo-5-nitrobenzo[b]thiophene 1,1-dioxide BrC=1C2=C(S(C1)(=O)=O)C=CC(=C2)[N+](=O)[O-]